C(C\C=C/CC)OC1=C(C=CC=C1)C (Z)-1-(hex-3-en-1-yloxy)-2-methylbenzene